1-(t-butyl) 2,4-diethyl (2S,4S)-4-(2-cyanoethyl)pyrrolidine-1,2,4-tricarboxylate C(#N)CC[C@@]1(C[C@H](N(C1)C(=O)OC(C)(C)C)C(=O)OCC)C(=O)OCC